ClC1=CC(=C(C=C1)C1=CC(=C(C=C1)OC)NC1=NC=NC2=CC(=C(C=C12)OC1CN(C1)C(C=C)=O)OC)F 1-(3-((4-((4'-chloro-2'-fluoro-4-methoxy-[1,1'-biphenyl]-3-yl)amino)-7-methoxyquinazoline-6-yl)oxy)azetidin-1-yl)prop-2-en-1-one